6-(2-(4'-(diphenylamino)-[1,1'-biphenyl]-4-yl)vinyl)-9-ethylcarbazole-3-carbaldehyde C1(=CC=CC=C1)N(C1=CC=C(C=C1)C1=CC=C(C=C1)C=CC=1C=C2C=3C=C(C=CC3N(C2=CC1)CC)C=O)C1=CC=CC=C1